N1=NC=NC(=C1)N 1,2,4-triazin-5-amine